CC=[N+]=[N-] The molecule is a diazo compound in which the diazo group is attached to an ethylidene group. It has a role as a metabolite.